FC1(CC1)C=1C=NN(C1)C1=CC=C(C=N1)S(=O)(=O)N(COCC[Si](C)(C)C)C=1C=CC=C2C=NN(C12)C 6-[4-(1-fluorocyclopropyl)pyrazol-1-yl]-N-(1-methylindazol-7-yl)-N-{[2-(trimethylsilyl)ethoxy]methyl}pyridine-3-sulfonamide